C1CC12C1(CC1)C2CCOC2=NN(C=C2)C=2N=C1N3C(CC(CCCN4C=CC(S(NC(C1=CC2)=O)(=O)=O)=N4)C3)(C)C 4-[3-(2-{dispiro[2.0.2.1]heptan-7-yl}ethoxy)-1H-pyrazol-1-yl]-20,20-dimethyl-10λ6-thia-1,3,9,14,22-pentaazatetracyclo[16.2.1.111,14.02,7]docosa-2,4,6,11(22),12-pentaene-8,10,10-trione